C(C)(C)(C)OC(N(C1CC1)C=1C=C2C(=CC=NC2=CC1F)OC1=C(C=C(C=C1F)N)F)=O.N1([13CH3])[13C](=O)N([13CH3])C=2N=CN(C)C2C1=O Caffeine-13C3 tert-butyl-(4-(4-amino-2,6-difluoro-phenoxy)-7-fluoroquinolin-6-yl)(cyclopropyl)carbamate